1-((2-(2,6-dioxopiperidin-3-yl)-1,3-dioxoisoindolin-5-yl)amino)-3,6,9,12-tetraoxapentadecane O=C1NC(CCC1N1C(C2=CC=C(C=C2C1=O)NCCOCCOCCOCCOCCC)=O)=O